N[C@H]1C[C@]12CN(CC2)C2=C(C=NC=1NC3=C(C=C(C(=C3C12)F)F)NC)C1=CN2C(C(=CC=C2C=C1)C(=O)O)=O 7-[4-[(1S,3R)-1-amino-5-azaspiro[2.4]heptan-5-yl]-5,6-difluoro-8-(methylamino)-9H-pyrido[2,3-b]indol-3-yl]-4-oxo-quinolizine-3-carboxylic acid